N-((4-chlorophenyl)(methyl)(oxo)-λ6-sulfaneylidene)-3-fluoro-4-(5-(trifluoromethyl)-1,2,4-oxadiazol-3-yl)benzamide ClC1=CC=C(C=C1)S(=NC(C1=CC(=C(C=C1)C1=NOC(=N1)C(F)(F)F)F)=O)(=O)C